2-hydroxy-3-(1,2,3,4-tetrahydro-isoquinolin-2-yl)propyl piperidine-1-carboxylate N1(CCCCC1)C(=O)OCC(CN1CC2=CC=CC=C2CC1)O